N-(2,6-difluoro-3-(5-(4-fluoro-2-methylphenyl)-1H-pyrrolo[2,3-b]pyridine-3-carbonyl)phenyl)-butane-1-sulfonamide FC1=C(C(=CC=C1C(=O)C1=CNC2=NC=C(C=C21)C2=C(C=C(C=C2)F)C)F)NS(=O)(=O)CCCC